(R)-N-((E)-1-((S)-9-fluoro-1,2,4a,5-tetrahydro-4H-[1,4]oxazino[4',3':4,5][1,4]oxazino[2,3-b]quinoxalin-11-yl)propylidene)-2-methylpropane-2-sulfinamide FC=1C=C(C=2N=C3C(=NC2C1)OC[C@H]1N3CCOC1)\C(\CC)=N\[S@](=O)C(C)(C)C